CC1=NOC(=C1C=1C=C(OC=2C=CC(=C(C2)NC(CCN2C=NC=C2)=O)C)C=C(C1)NS(=O)(=O)CC)C N-(5-(3-(3,5-dimethylisoxazol-4-yl)-5-(ethylsulfonamido)phenoxy)-2-methylphenyl)-3-(1H-imidazol-1-yl)propanamide